tert-Butyl 4-(dibromomethylene)piperidine-1-carboxylate BrC(=C1CCN(CC1)C(=O)OC(C)(C)C)Br